C(OC1=C(C(=C(C=C1)[N+](=O)[O-])C([C@@H](NC(=O)OCC1C2=CC=CC=C2C=2C=CC=CC12)C)=O)CC1=CC=C(C=C1)N)([O-])=O 9-fluorenylmethoxycarbonyl-alanyl-(4-aminobenzyl)-(4-nitrophenyl) carbonate